3-triazoleAl N1=NN(C=C1)C=O